[Si](C)(C)(C(C)(C)C)C1=CC=CC=2C3=CC=CC=C3NC12 tert-butyl-dimethylsilyl-carbazole